CN1N=CC=2C=3C(N(C=C(C(NC4=NC5=CC=C(C=C5N4CC(CCCOC12)C)N1CCOCC1)=O)C3)C)=O 5,11,26-trimethyl-16-(morpholin-4-yl)-7-oxa-4,5,13,20,22,26-hexaazapentacyclo[22.3.1.0^{2,6}.0^{13,21}.0^{14,19}]octacosa-1(28),2(6),3,14,16,18,20,24-octaene-23,27-dione